N\C(=C/C#N)\C1=NC=CC=C1C (2Z)-3-amino-3-(3-methylpyridin-2-yl)prop-2-enenitrile